OC(C(=O)OCCCCCCCC(OCC(CCCCCCC)CCC)=O)CCC(=O)OCCCCCCCC(OCC(CCCCCCC)CCC)=O Bis(8-oxo-8-((2-propylnonyl)oxy)octyl) 2-hydroxypentanedioate